NCCC1=CC=C(C=C1)NC(=O)C1=CC=C(C=C1)C(=O)NC1=CC=C(C=C1)CCN N1,N4-bis[4-(2-aminoethyl)phenyl]benzene-1,4-dicarboxamide